COC(C)C1=C(C=C(C=C1)C)N1/C(/SCC1=O)=N/C(=O)NC1=CC=C(C=C1)C1=NN(C=N1)C1=CC=C(C=C1)SC(F)(F)F (Z)-1-(3-(2-(1-methoxyethyl)-5-methylphenyl)-4-oxothiazolidin-2-ylidene)-3-(4-(1-(4-((trifluoromethyl)thio)phenyl)-1H-1,2,4-triazol-3-yl)phenyl)urea